Cl.NC=1N=C(C2=C(N1)C=NN2CC2=C(C=C(C(=O)O)C=C2)OC)NCC2=NOC(=N2)C 4-((5-amino-7-(((5-methyl-1,2,4-oxadiazol-3-yl)methyl)amino)-1H-pyrazolo[4,3-d]pyrimidin-1-yl)methyl)-3-methoxybenzoic acid-HCl